C(CCCCCCCCCCC)SC(=S)SC(C(=O)OCC(COC(C(C)(C)SC(=S)SCCCCCCCCCCCC)=O)(COC(C(C)(C)SC(=S)SCCCCCCCCCCCC)=O)COC(C(C)(C)SC(=S)SCCCCCCCCCCCC)=O)(C)C pentaerythritol tetrakis[2-(dodecylthiocarbonothioylthio)-2-methylpropionate]